(Z)-2-(But-1-en-1-yl)-4,4,5,5-tetramethyl-1,3,2-dioxaborolane C(=C/CC)/B1OC(C(O1)(C)C)(C)C